O1C(=NN=C1)C1=CC2=C(C=N1)N=C(N2C2CC(CCC2)NC(=O)C=2SC(=CC2)Br)C2=NC=CC=C2 N-(3-(6-(1,3,4-oxadiazol-2-yl)-2-(pyridin-2-yl)-1H-imidazo[4,5-c]pyridin-1-yl)cyclohexyl)-5-bromothiophene-2-carboxamide